1-bromo-2,3,3,3-tetrafluoropropan-1-ene BrC=C(C(F)(F)F)F